N-([1,1'-biphenyl]-2-yl)-9-phenyl-9H-carbazol-3-amine C1(=C(C=CC=C1)NC=1C=CC=2N(C3=CC=CC=C3C2C1)C1=CC=CC=C1)C1=CC=CC=C1